C1(=CC=CC=C1)C(C1=NC=CC=C1C1=C(C(=CC=C1)F)F)(C1=NC=CC=C1C1=C(C(=CC=C1)F)F)C1=CC=CC=C1.[Pt+2] platinum (II) {diphenylbis[(difluorophenyl)pyridinyl]methane}